7-(3,6-dihydro-2H-pyran-4-yl)-6-methoxy-imidazo[1,2-a]pyridine O1CCC(=CC1)C1=CC=2N(C=C1OC)C=CN2